2-(2-dimethylaminoethoxyethyl)methylaminoethanol CN(CCOCCCC(O)NC)C